O1C=NC=C1COC=1C=C2CCN=CC2=CC1 6-(oxazol-5-ylmethoxy)-3,4-dihydroisoquinolin